ClC1=CC=C(C(=N1)C(=O)NS(=O)(=O)C)N[C@H](C)C=1C=C(C=C2C(N(C(=NC12)N1CCC(CC1)C1=NN(C(=C1)OC)C)C)=O)C (R)-6-chloro-3-((1-(2-(4-(5-methoxy-1-methyl-1H-pyrazol-3-yl)piperidin-1-yl)-3,6-dimethyl-4-oxo-3,4-dihydroquinazolin-8-yl)ethyl)amino)-N-(methylsulfonyl)picolinamide